C(C)NC(O[C@H]1C[C@H](CC1)C1=CC(=NN1)NC(CC=1C=NC(=CC1)C)=O)=O (1R,3S)-3-(3-{[(6-meth-ylpyridin-3-yl)acetyl]-amino}-1H-pyrazol-5-yl)cyclopentyl ethyl-carbamate